IC1=NN(C2=C1C=1N(C(=N2)N2CCC3([C@@H]([C@@H](OC3)C)N)CC2)C=CN1)CC1=CC=C(C=C1)OC (3s,4s)-8-(9-iodo-7-(4-methoxybenzyl)-7H-imidazo[1,2-c]pyrazolo[4,3-e]pyrimidin-5-yl)-3-methyl-2-oxa-8-azaspiro[4.5]decan-4-amine